(S)-4-bromo-2-chloro-3-(difluoromethyl)-N-(1,1,1-trifluorobutan-2-yl)benzenesulfonamide Ethyl-5-(1-piperidyl)pyrazolo[1,5-a]pyrimidine-3-carboxylate C(C)OC(=O)C=1C=NN2C1N=C(C=C2)N2CCCCC2.BrC2=C(C(=C(C=C2)S(=O)(=O)N[C@H](C(F)(F)F)CC)Cl)C(F)F